6-(2-(methylsulfonyl)ethyl)-4-(4,4,5,5-tetramethyl-1,3,2-dioxaborolan-2-yl)pyrazolo[1,5-a]pyridine-3-carbonitrile CS(=O)(=O)CCC=1C=C(C=2N(C1)N=CC2C#N)B2OC(C(O2)(C)C)(C)C